Cl.C1(CC1)CN1[C@H]2[C@@]3(CC[C@@H]([C@H]4[C@@]3(C=3C(=C(C=CC3C2)O)O4)CC1)NC(CC=1SC=CC1)=O)O 17-Cyclopropylmethyl-3,14β-dihydroxy-4,5α-epoxy-6α-(2'-thienylacetamido)morphinan hydrochloride